C1(CC1)C1=CC=C2N=C(C(N(C2=C1)C1=CC=C(C=C1)OC(F)F)=O)C=1C=CC2=C(N(C(=N2)CCO)C)C1 7-cyclopropyl-1-(4-(difluoromethoxy)phenyl)-3-(2-(2-hydroxyethyl)-1-methyl-1H-benzo[d]imidazol-6-yl)-2(1H)-quinoxalinone